N-[(2-amino-3-fluoroquinolin-7-yl)methyl]-5-fluoro-N-(2-methanesulfonylphenyl)-6-methylpyridine-3-carboxamide NC1=NC2=CC(=CC=C2C=C1F)CN(C(=O)C=1C=NC(=C(C1)F)C)C1=C(C=CC=C1)S(=O)(=O)C